(difluoro(2-(((S)-3-hydroxy-3-methyl-1-oxo-1-((S)-2-((R)-2-phenylmorpholine-4-carbonyl)pyrrolidin-1-yl)butan-2-yl)carbamoyl)benzo[b]thiophen-5-yl)methyl)phosphonic acid FC(C1=CC2=C(SC(=C2)C(N[C@H](C(N2[C@@H](CCC2)C(=O)N2C[C@H](OCC2)C2=CC=CC=C2)=O)C(C)(C)O)=O)C=C1)(F)P(O)(O)=O